methyl 1-(3-bromo-2-(hydroxymethyl)-4-(trifluoromethyl)phenyl)-3-((tert-butoxycarbonyl)amino)pyrrolidine-3-carboxylate BrC=1C(=C(C=CC1C(F)(F)F)N1CC(CC1)(C(=O)OC)NC(=O)OC(C)(C)C)CO